FC=1C=C(COC2N(C3CN4C2(CN2C(N=CC=C24)=O)C3)C3COC3)C=CC1OC1=CC(=NC=C1)C(F)(F)F ((3-Fluoro-4-((2-(trifluoromethyl)pyridin-4-yl)oxy)benzyl)oxy)-2-(oxetan-3-yl)-1,2,3,4-tetrahydro-9H,11H-3,11a-methanopyrazino[1',2':3,4]imidazo[1,2-c]pyrimidin-9-one